O1C(=CC=C1)C(=O)OC1=CC2=C(NC=N2)C=C1 1H-benzo[d]imidazol-5-yl furan-2-carboxylate